FC1=CC=C(C=C1)C=1C2=CC=C(N2)C(=C2C=CC(C(=C3C=CC(=C(C=4C=CC1N4)C4=CC=C(C=C4)F)N3)C3=CC=C(C=C3)F)=N2)C2=CC=C(C=C2)F 5,10,15,20-tetrakis-(4-fluorophenyl)porphyrin